CC([C@@H](C(=O)N1[C@@H](C[C@H](C1)O)C(=O)N[C@@H](C)C1=CC=C(C=C1)C1=C(N=CS1)C)NC(COCCOC1CCNCC1)=O)(C)C (2S,4R)-1-((S)-3,3-dimethyl-2-(2-(2-(piperidin-4-yloxy)ethoxy)acetamido)butanoyl)-4-hydroxy-N-((S)-1-(4-(4-methylthiazol-5-yl)phenyl)ethyl)pyrrolidine-2-carboxamide